tert-butyl-3-(6-((4-cyano-2-fluorobenzyl) oxy) pyridin-2-yl)-3,8-diazabicyclo[3.2.1]octane-8-carboxylate C(C)(C)(C)OC(=O)N1C2CN(CC1CC2)C2=NC(=CC=C2)OCC2=C(C=C(C=C2)C#N)F